ClC1=CC=C(C=C1)C=1N=C(N(C1C1=CC=NC=C1)CC(=O)N1CCN(CC1)C)C=1C=NN(C1)C 2-[4-(4-chlorophenyl)-2-(1-methyl-1H-pyrazol-4-yl)-5-(pyridin-4-yl)-1H-imidazol-1-yl]-1-(4-methylpiperazin-1-yl)ethan-1-one